CC(C)(C(C(C)(C)C)=O)C 2,2,4,4-tetramethylpentan-3-one